Cl.C(C1=CC=CC=C1)N1CCC(CC1)CCN1N=CC(=CC1=O)C1=CC=CC=C1 2-(2-(1-benzylpiperidin-4-yl)ethyl)-5-phenylpyridazin-3(2H)-one hydrochloride